2-(3-(4-methoxyphenyl)-6-oxopyridazin-1(6H)-yl)-N-((1-methyl-1H-pyrazol-4-yl)methyl)acetamide COC1=CC=C(C=C1)C1=NN(C(C=C1)=O)CC(=O)NCC=1C=NN(C1)C